FC1=C(C=C(C=C1)O)N1CCN(CC1)C 4-fluoro-3-(4-methylpiperazin-1-yl)phenol